N-(4-chloro-3-fluoro-5-(7-(methylamino)-1,6-naphthyridin-3-yl)phenyl)-4-(2-cyanopropan-2-yl)picolinamide 2-((tert-butoxycarbonyl)amino)-2-methylpropan-1,3-diyl-dimesylate C(C)(C)(C)OC(=O)NC(CCS(=O)(=O)O)(CCS(=O)(=O)O)C.ClC1=C(C=C(C=C1C=1C=NC2=CC(=NC=C2C1)NC)NC(C1=NC=CC(=C1)C(C)(C)C#N)=O)F